2-(1-isopropyl-1H-benzo[d][1,2,3]triazol-5-yl)-5-methylbenzo[d]oxazole C(C)(C)N1N=NC2=C1C=CC(=C2)C=2OC1=C(N2)C=C(C=C1)C